(2R,3R)-2-[4-[cyclopentyl-(1,7-naphthyridin-8-yl)amino]phenyl]-N-[4-methyl-3-(trifluoromethyl)phenyl]piperidine-3-carboxamide C1(CCCC1)N(C1=CC=C(C=C1)[C@@H]1NCCC[C@H]1C(=O)NC1=CC(=C(C=C1)C)C(F)(F)F)C=1N=CC=C2C=CC=NC12